6-(cyclopropanecarboxamido)-4-((2,5-dimethyl-4,5-dihydro-2H-pyrazolo[4,3-c]quinolin-6-yl)amino)-N-(methyl-d3)pyridazine-3-carboxamide C1(CC1)C(=O)NC1=CC(=C(N=N1)C(=O)NC([2H])([2H])[2H])NC1=CC=CC=2C=3C(CN(C12)C)=CN(N3)C